[Br-].ClS(=O)(=O)C1=CC=C(C[PH2+]C(C2=CC=CC=C2)C2=CC=CC=C2)C=C1 (4-(chlorosulfonyl)benzyl)diphenylmethylphosphonium bromide